[Mg+2].C1(C(=CCCC1)C(=O)[O-])C(=O)[O-] 2-cyclohexene-1,2-dicarboxylic acid magnesium salt